O=C1ONN(OC1=O)C1CCN(CC1)C(=O)OC(C)(C)C Tert-butyl 4-(5,6-dioxo-1,4,2,3-dioxadiazinan-2-yl)piperidine-1-carboxylate